NC1C(NC(NC1=O)=O)=O 5-amino-1,3-diazacyclohexane-2,4,6-trione